2-[(E)-2-(aminomethyl)-3-fluoro-allyl]-4-[[5-[(E)-2-[4-(trifluoromethyl)phenyl]vinyl]-2-thienyl]methyl]-1,2,4-triazol-3-one hydrochloride Cl.NC/C(/CN1N=CN(C1=O)CC=1SC(=CC1)\C=C\C1=CC=C(C=C1)C(F)(F)F)=C\F